C(C)(=O)N(N(C(=O)C1=CC=2C3=C(C(=NC2C=C1)N)C=NN3C)CC3=C(C=C(C=C3)C=3C=NN(C3)C(F)(F)F)Cl)C N'-acetyl-4-amino-N-[[2-chloro-4-[1-(trifluoromethyl)pyrazol-4-yl]phenyl]methyl]-N',1-dimethyl-pyrazolo[4,3-c]quinoline-8-carbohydrazide